NCCNC1=CC(=NC(=N1)C)NC=1SC(=CN1)C1=CC=NC=C1 N6-(2-aminoethyl)-2-methyl-N4-[5-(4-pyridyl)thiazol-2-yl]pyrimidine-4,6-diamine